2-(6-(bromomethyl)pyridin-3-yl)-5-(difluoromethyl)-1,3,4-oxadiazol BrCC1=CC=C(C=N1)C=1OC(=NN1)C(F)F